N-benzyl-N-(5-(tert-butyl)isoxazol-3-yl)-3-(4-(trifluoromethyl)phenyl)propiolamide C(C1=CC=CC=C1)N(C(C#CC1=CC=C(C=C1)C(F)(F)F)=O)C1=NOC(=C1)C(C)(C)C